potassium 2-[(4S)-8-fluoro-2-[4-(3-methoxyphenyl)piperazin-1-yl]-3-[2-methoxy-5-(trifluoromethyl)phenyl]-4H-quinazolin-4-yl]acetate FC=1C=CC=C2[C@@H](N(C(=NC12)N1CCN(CC1)C1=CC(=CC=C1)OC)C1=C(C=CC(=C1)C(F)(F)F)OC)CC(=O)[O-].[K+]